C(C=C)N(C(C(Cl)Cl)=O)CC(=O)NCC=C N-allyl-N-[(allylaminocarbonyl)-methyl]-Dichloroacetamide